[N-](S(=O)(=O)C(F)(F)F)S(=O)(=O)C(F)(F)F.[Co+3].[N-](S(=O)(=O)C(F)(F)F)S(=O)(=O)C(F)(F)F.[N-](S(=O)(=O)C(F)(F)F)S(=O)(=O)C(F)(F)F cobalt (III) bis(trifluoromethanesulfonyl)imide salt